C12=NC=3CC=CC3C(C2CCN1)=O 2,12-diazatricyclo[7.3.0.03,7]dodeca-1,3(7),5-trien-8-one